2,2'-methylene-bis(4-methyl-6-tertiary butylphenol) C(C1=C(C(=CC(=C1)C)C(C)(C)C)O)C1=C(C(=CC(=C1)C)C(C)(C)C)O